ClC=1C=C(C=CC1OCC1=NC=CC=C1)NC1=C2C(=NC=N1)NN=C2N2CCN(CC2)C(C=C)=O 1-(4-(4-((3-chloro-4-(pyridin-2-ylmethoxy)phenyl)amino)-1H-pyrazolo[3,4-d]pyrimidin-3-yl)piperazin-1-yl)prop-2-en-1-one